3-(1-(2-chloro-4-(trifluoromethyl)phenoxy)ethyl)azetidine-1-carboxylic acid tert-butyl ester C(C)(C)(C)OC(=O)N1CC(C1)C(C)OC1=C(C=C(C=C1)C(F)(F)F)Cl